C1(=CC=C(C=C1)C1=CC(OCC1)=O)C 4-(p-tolyl)-5,6-dihydro-2H-pyran-2-one